OC1=CC=C(C=C2C(N(C(S2)=NN=C2C(NC3=CC=C(C=C23)Br)=O)C2=C(C=CC=C2)F)=O)C=C1 3-(2-(5-(4-hydroxybenzylidene)-3-(2-fluorophenyl)-4-oxothiazolidin-2-ylidene)hydrazono)-5-bromoindol-2-one